2-amino-3-phenylpropyl carbamate oxalate salt C(C(=O)O)(=O)O.C(N)(OCC(CC1=CC=CC=C1)N)=O